3-hydrazinylpropan-1-ol N(N)CCCO